COC1=CC=C(C=C1)C1=NOC(=N1)N1CCC(CC1)C(=O)NCC1CN(CC1)CC=1C=NC=C(C1)C 1-(3-(4-Methoxyphenyl)-1,2,4-oxadiazol-5-yl)-N-((1-((5-Methylpyridin-3-yl)methyl)pyrrolidin-3-yl)methyl)piperidin-4-carboxamid